(2S,4R)-N-((1r,3S)-3-(4-((3-(2,3-difluoro-4-methoxyphenyl)imidazo[1,2-a]pyrazin-8-yl)amino)-2-methylbenzamido)cyclobutyl)-4-hydroxypyrrolidine-2-carboxamide FC1=C(C=CC(=C1F)OC)C1=CN=C2N1C=CN=C2NC2=CC(=C(C(=O)NC1CC(C1)NC(=O)[C@H]1NC[C@@H](C1)O)C=C2)C